(E)-4-methyl-6-(2-oxo-1-phenylindolin-3-ylidene)hexanoic acid CC(CCC(=O)O)C/C=C\1/C(N(C2=CC=CC=C12)C1=CC=CC=C1)=O